N-methyl-glycine isopropyl ester hydrochloric acid salt Cl.C(C)(C)OC(CNC)=O